5-methyl-4-(4-(1-methyl-1H-pyrazol-3-yl)benzyl)-6-(1H-pyrazol-1-yl)-N-(tetrahydro-2H-pyran-4-yl)picolinamide CC=1C(=CC(=NC1N1N=CC=C1)C(=O)NC1CCOCC1)CC1=CC=C(C=C1)C1=NN(C=C1)C